CN(C1CN(C1)C=1C=CC(=C(C(=O)N[C@H](C)C=2C=C(C=C(C2)O)C2=C(N(C=C2)C)C(=O)NC)C1)C)C [3-[(1R)-1-[[5-[3-(dimethylamino)azetidin-1-yl]-2-methyl-benzoyl]amino]ethyl]-5-hydroxy-phenyl]-N,1-dimethyl-pyrrole-2-carboxamide